COC(=O)C1=CC2=C(N(C(=N2)NC=2SC3=C(N2)CCCC3)C)C=C1 1-methyl-2-((4,5,6,7-tetrahydrobenzo[d]thiazol-2-yl)amino)-1H-benzo[d]imidazole-5-carboxylic acid methyl ester